[6-(4-Dimethylamino-piperidin-1-yl)-2-methyl-pyrimidin-4-yl]-(5-pyridin-3-yl-thiazol-2-yl)-amine hydrochloride Cl.CN(C1CCN(CC1)C1=CC(=NC(=N1)C)NC=1SC(=CN1)C=1C=NC=CC1)C